FC1(CCC(CC1)[C@H](NC(=O)C1=CC=NN1C)C1=NC2=C(N1)C=CC(=C2)[C@H](C(C)C)NC(CCC(F)(F)F)=O)F |o1:26| N-((S)-(4,4-Difluorocyclohexyl)(5-((S*)-2-methyl-1-(4,4,4-trifluorobutanamido)propyl)-1H-benzo[d]imidazol-2-yl)methyl)-1-methyl-1H-pyrazole-5-carboxamide